C(CCCCCCCCCCC)OC1=CC=C(C=C1)S(=O)(=O)C=1C=NC2=CC=C(C=C2C1N1CCC(CC1)N1CCC(CC1)N1CC(CCC1)O)S(=O)C 1''-(3-((4-(dodecyloxy)phenyl)sulfonyl)-6-(methylsulfinyl)quinolin-4-yl)-[1,4':1',4''-terpiperidin]-3-ol